tin (IV) amino alcoholate N[O-].[Sn+4].N[O-].N[O-].N[O-]